bis-butyl-ferrocene C(CCC)[C-]1C=CC=C1.[C-]1(C=CC=C1)CCCC.[Fe+2]